OCCC=1C=CC(=NC1)NC1=CC(=C(C=N1)C(CC)=O)NC1=C(C(=CC=C1)C1=NN(C=N1)C)OC 1-(6-((5-(2-hydroxyethyl)pyridin-2-yl)amino)-4-((2-methoxy-3-(1-methyl-1H-1,2,4-triazol-3-yl)phenyl)amino)pyridin-3-yl)propan-1-one